BrC=1C(=CN2C1C(N(CC2)CC2=CC=C(C=C2)OC)=O)C2=CC=NC=C2 8-bromo-2-(4-methoxybenzyl)-7-(pyridin-4-yl)-3,4-dihydropyrrolo[1,2-a]pyrazin-1(2H)-one